C1CN(CCC12CCNCC2)C2CCC(CC2)N2N=C1C=C(C(=CC1=C2)NC(=O)C2=NC(=CC=C2)C(F)(F)F)OC N-(2-((1s,4s)-4-(3,9-diazaspiro[5.5]undec-3-yl)cyclohexyl)-6-methoxy-2H-indazol-5-yl)-6-(trifluoromethyl)pyridinecarboxamide